7-cyclopropyl-1-(4-(difluoromethoxy)phenyl)-3-(pyrazolo[1,5-a]pyridin-5-yl)-2(1H)-quinoxalinone C1(CC1)C1=CC=C2N=C(C(N(C2=C1)C1=CC=C(C=C1)OC(F)F)=O)C1=CC=2N(C=C1)N=CC2